C(CCCCCCCCCCCCCCCCC)OC(CCC1=CC(=C(C(=C1)C(C)(C)C)O)C(C)(C)C)=O.C1(=CC(=CC=C1)N1CCN(CC1)C(=O)NC1CN2CCC1CC2)C2=CC=CC=C2 4-([1,1'-biphenyl]-3-yl)-N-(quinuclidin-3-yl)piperazine-1-carboxamide octadecyl-3-(3',5'-di-tert-butyl-4'-hydroxyphenyl)-propionate